6-deoxy-6-fluoro-D-glucose FC[C@H]([C@H]([C@@H]([C@H](C=O)O)O)O)O